(2R,5S)-5-(4-Chlorobenzyl)-4-(4-(2-methyl-2H-tetrazol-5-yl)cyclohexyl)-2-((methylsulfonyl)methyl)morpholin ClC1=CC=C(C[C@H]2CO[C@H](CN2C2CCC(CC2)C=2N=NN(N2)C)CS(=O)(=O)C)C=C1